1-((1H-indazol-2-yl)methyl)-3-(4-chlorophenyl)thiourea N1N(CC2=CC=CC=C12)CNC(=S)NC1=CC=C(C=C1)Cl